N-[(Z)-6,7-dihydro-5H-quinolin-8-ylideneamino]-4-pyridin-2-ylpiperazine-1-carbothioamide N1=CC=CC=2CCC/C(/C12)=N/NC(=S)N1CCN(CC1)C1=NC=CC=C1